FC(C1(CC1)N1C=NC2=C1C=C(C=C2)B2OC(C(O2)(C)C)(C)C)F 1-(1-(difluoromethyl)cyclopropyl)-6-(4,4,5,5-tetramethyl-1,3,2-dioxaborolan-2-yl)-1H-benzo[d]imidazole